CC12C3=CC(=C(C=C3C(C=3C=C(C(=CC13)O)O)(CC2)C)O)O 9,10-dimethyl-9,10-dihydro-9,10-ethano-anthracene-2,3,6,7-tetraol